4-chlorobenzyl (4-((3-ethyl-N,1-dimethyl-1H-pyrazole-5-carboxamido)meth-yl)phenyl)carbamate C(C)C1=NN(C(=C1)C(=O)N(C)CC1=CC=C(C=C1)NC(OCC1=CC=C(C=C1)Cl)=O)C